(5'S,7a'R)-1-(5-methyl-1,3-oxazole-4-carbonyl)-5'-phenyl-tetrahydro-3'H-spiro[piperidine-4,2'-pyrrolo[2,1-b][1,3]oxazol]-3'-one CC1=C(N=CO1)C(=O)N1CCC2(C(N3[C@H](O2)CC[C@H]3C3=CC=CC=C3)=O)CC1